1-fluoro-N-methyl-N'-[[5-(trifluoromethyl)-2-pyridyl]methyl]cyclopropanecarbohydrazide FC1(CC1)C(=O)N(NCC1=NC=C(C=C1)C(F)(F)F)C